CC1(CCC2C(C3C(CCC12C3)C)(C)C)O 3,6,8,8-tetramethyloctahydro-1H-3a,7-methanoazulen-3-ol